FC1=CC(=C(C=C1C=1C=NC(=NC1)N1CCOCC1)NC(=O)C1=C(N=CS1)C(F)(F)F)N1C[C@H](N([C@H](C1)C)C)C |r| N-[4-fluoro-5-(2-morpholin-4-ylpyrimidin-5-yl)-2-[rac-(3R,5S)-3,4,5-trimethylpiperazin-1-yl]phenyl]-4-(trifluoromethyl)-1,3-thiazole-5-carboxamide